2-Hydroxy-2-methyl-propiophenone OC(C(=O)C1=CC=CC=C1)(C)C